C(C1=CC=CC=C1)N1[C@H]2[C@@H](CN([C@H]2C1)C(=O)OC(C)(C)C)O tert-butyl (1S,4R,5R)-6-benzyl-4-hydroxy-2,6-diazabicyclo[3.2.0]Heptane-2-carboxylate